1,3-diformylpropane C(=O)CCCC=O